CC1CCN(CC1)C1=NC=CC(=C1)C1=CC(=NC=C1)NC(\C=C\C=1C=C(C=CC1)C)=O (E)-N-(2'-(4-methylpiperidin-1-yl)-[4,4'-bipyridyl]-2-yl)-3-(m-tolyl)acrylamide